1-(4-fluorobenzyl)-6-(oxetan-3-yl)-2-oxo-1,2-dihydro-1,8-naphthyridine-3-carboxylic acid FC1=CC=C(CN2C(C(=CC3=CC(=CN=C23)C2COC2)C(=O)O)=O)C=C1